1-[2-(difluoromethoxy)-4-(trifluoromethyl)phenyl]-N-[(3R)-1-(oxan-4-yl)piperidin-3-yl]pyrrolo[1,2-d][1,2,4]triazin-4-amine FC(OC1=C(C=CC(=C1)C(F)(F)F)C=1C=2N(C(=NN1)N[C@H]1CN(CCC1)C1CCOCC1)C=CC2)F